ClC1=C(C=C(C(=C1)Cl)OC)N1C(NC2=CC=CC=C2C1=O)=S(=O)=O 3-(2,4-dichloro-5-methoxyphenyl)-2-sulfonyl-4(3H)-quinazolinone